FC=1C(=NC=C(C1)F)NC(CC)=O N-(3,5-difluoropyridin-2-yl)propionamide